BrC1=CC=CN2C(=C(C=C12)C(=O)OCC)CC(F)(F)F ethyl 8-bromo-3-(2,2,2-trifluoroethyl)indolizine-2-carboxylate